N-(CYCLOPROPYLMETHYL)-2-(3-FORMYLPHENOXY)ACETAMIDE C1(CC1)CNC(COC1=CC(=CC=C1)C=O)=O